O=C1C(ON(C1)C(=O)OC(C)(C)C)=O tert-butyl dioxo-1,5-oxazolidine-5-carboxylate